BrC=1C(=C(N)C(=CC1)[N+](=O)[O-])OCC1(CC1)C 3-bromo-2-((1-methylcyclopropyl)methoxy)-6-nitroaniline